OC(CC(=O)[O-])C.[Mg+2].N1=C(C(=CC2=CC(=CC=C12)C=O)[2H])[2H].OC(CC(=O)[O-])C (quinolin-6-yl-2,3-d2)methanone magnesium beta-hydroxybutyrate salt